FC1=NC=C(C=C1)C 2-fluoro-5-methyl-pyridin